O=C(O)C1C=C(O)C2=C(Cl)C=C(Cl)C=C2N=1 5,7-dichlorokynurenic acid